di-(tert-butylperoxy)hexane C(C)(C)(C)OOC(CCCCC)OOC(C)(C)C